C[C@H]1NCCC2=CC(=C(C=C12)O)O (R)-1-methyl-6,7-dihydroxy-1,2,3,4-tetrahydroisoquinoline